3,5-dimethylpiperidinium CC1C[NH2+]CC(C1)C